ClC1=CC=C2C=C(C=NC2=C1)C(C)C 7-chloro-3-(1-methylethyl)quinoline